tert-butyl 4-[5-(2-tert-butyl-5-fluoro-1-methyl-pyrrolo[2,3-b]pyridin-6-yl)-1-isobutyl-5-oxo-pentyl]-2,2-dimethyl-oxazolidine-3-carboxylate C(C)(C)(C)C1=CC=2C(=NC(=C(C2)F)C(CCCC(CC(C)C)C2N(C(OC2)(C)C)C(=O)OC(C)(C)C)=O)N1C